2-[7-[2-fluoro-4-(trifluoromethyl)phenyl]sulfonyl-2,7-diazaspiro[3.5]nonane-2-carbonyl]-2,5-diazaspiro[3.4]octan-6-one FC1=C(C=CC(=C1)C(F)(F)F)S(=O)(=O)N1CCC2(CN(C2)C(=O)N2CC3(C2)NC(CC3)=O)CC1